OCC12C=C3CC(C(C(C1)C3)CO)C2 1,6-bis(hydroxymethyl)adamantaneN